CC(=O)C1=CC=CC2=CC=CC=C21 1-acetonaphthone